(propynyloxy)benzaldehyde C(#CC)OC1=C(C=O)C=CC=C1